Molybdenum pentafluoride [Mo](F)(F)(F)(F)F